C(C)N1C(NC2=CC(=CC=C2C1=S)CN1CCN(CC1)C=1C(=NC2=C(N=CC=C2C1)NC)C)=O 3-ethyl-7-((4-(2-methyl-8-(methylamino)-1,7-naphthyridin-3-yl)piperazin-1-yl)methyl)-4-thioxo-3,4-dihydroquinazolin-2(1H)-one